N-methyl-5-(4-(3-(4-(4-oxo-3,4-dihydrophthalazin-1-yl)piperidin-1-yl)propanoyl)piperazin-1-yl)picolinamide CNC(C1=NC=C(C=C1)N1CCN(CC1)C(CCN1CCC(CC1)C1=NNC(C2=CC=CC=C12)=O)=O)=O